C(CCCCCCC)C(C(C(=O)O)(C(CCCCCCCCCCCCCCCCC)=O)CCCCCCCCCCCC)CCCCCCCCCCCCCCC.C(CCCCCCCCCCCCCCCCC)OC(C(=O)O)CCCCCCCCCCCCCCCC.C(CCCCCCC)C(CCCCCCCCCCC)O octyl-dodecanol stearyloxystearate (octyldodecyl-stearoyl-stearate)